trans-rac-N-(6-methoxy-2-methylpyridin-3-yl)-2-(((3R,4S)-3-methyltetrahydro-2H-pyran-4-yl)amino)-4-(trifluoromethyl)benzamide COC1=CC=C(C(=N1)C)NC(C1=C(C=C(C=C1)C(F)(F)F)N[C@@H]1[C@H](COCC1)C)=O |r|